5-Ethyl-N,1-dimethyl-1H-pyrazol-3-amine C(C)C1=CC(=NN1C)NC